FC(C(C(C(C(C(C(C(F)(F)F)(F)F)(F)F)(F)F)(F)F)(F)F)(F)F)(F)F Perfluorooctan